methyl 2-((3S,6R,7R)-12-(benzyloxy)-6-hydroxy-3-methyl-1,11-dioxo-10-((2,4,6-trifluorobenzyl)carbamoyl)-1,4,5,6,7,11-hexahydro-3H-2,7-methanopyrido[1,2-a][1,4]diazonin-6-yl)acetate C(C1=CC=CC=C1)OC=1C(C(=CN2C1C(N1[C@H](CC[C@@]([C@H]2C1)(O)CC(=O)OC)C)=O)C(NCC1=C(C=C(C=C1F)F)F)=O)=O